N-((6-chloropyridin-3-yl)methyl)cyclopropylamine ClC1=CC=C(C=N1)CNC1CC1